(2,6-diisopropylphenyl)boronic acid C(C)(C)C1=C(C(=CC=C1)C(C)C)B(O)O